(2S,5R)-2-(N-(2-(1,1-Dioxidotetrahydro-2H-thiopyran-4-yl) ethyl) carbamimidoyl)-7-oxo-1,6-diazabicyclo[3.2.1]octan-6-yl hydrogen sulfate S(=O)(=O)(ON1[C@@H]2CC[C@H](N(C1=O)C2)C(NCCC2CCS(CC2)(=O)=O)=N)O